NC=1C=C(C=C(C1)C(F)(F)F)[C@@H](C)NC1=NC(=NC2=C3C(=C(C=C12)N1C[C@@H](OCC1)COC)CCC3)C N-((R)-1-(3-amino-5-(trifluoromethyl)phenyl)ethyl)-6-((R)-2-(methoxymethyl)morpholino)-2-methyl-8,9-dihydro-7H-cyclopenta[h]quinazolin-4-amine